BrC1=C(C=CC2=CC=C(C(=C12)Br)O)O 1,8-dibromo-2,7-dihydroxynaphthalene